FC1=C(C=CC(=N1)C(=O)NC([2H])([2H])[2H])N1CCN(CC1)C([2H])([2H])C=1C=C2NC(C(=NC2=CC1)OC)=O 6-fluoro-5-(4-((2-methoxy-3-oxo-4H-quinoxalin-6-yl)methyl-d2)piperazin-1-yl)-N-(methyl-d3)pyridine-2-carboxamide